C1(CC2C(CC1)O2)CC[Si](OCC)(OCC)OCC β-(3,4-epoxycyclohexyl)ethyl-triethoxysilane